(1R,2S,5S)-3-((S)-2-((tert-butyloxycarbonyl)amino)-2-cyclopentylacetyl)-6,6-dimethyl-3-azabicyclo[3.1.0]hexane-2-carboxylic acid C(C)(C)(C)OC(=O)N[C@H](C(=O)N1[C@@H]([C@H]2C([C@H]2C1)(C)C)C(=O)O)C1CCCC1